OC[C@@H]1N([C@@H](CC1)CC1CCC(CC1)OC)C(=O)OC(C)(C)C tert-butyl (2R,5S)-2-(hydroxymethyl)-5-(((1r,4S)-4-methoxycyclohexyl)methyl)-pyrrolidine-1-carboxylate